(9-amino-5-phenylimidazo[1,2-c]thieno[3,2-e]pyrimidin-8-yl)(4-fluoropiperidin-1-yl)methanone NC1=C(SC2=C1C=1N(C(=N2)C2=CC=CC=C2)C=CN1)C(=O)N1CCC(CC1)F